CN(C1=C(C(=NC=2N1N=CN2)C)CC2=CC(=CC=C2)[N+](=O)[O-])C N,N,5-trimethyl-6-(3-nitrobenzyl)-[1,2,4]triazolo[1,5-a]pyrimidin-7-amine